FC(OC1=C(C=CC=C1)S(=O)(=O)Cl)(F)F 2-(Trifluoromethoxy)benzenesulfonyl chloride